(E)-4-chloro-N'-(1-(4-chlorophenyl)ethylidene)benzohydrazide ClC1=CC=C(C(=O)N/N=C(\C)/C2=CC=C(C=C2)Cl)C=C1